FC(CN1N=NC(=C1)CC(=O)NC1=NNC(=C1)[C@@H]1C[C@@H](CC1)N(C(O)=O)C1(CC1)C)(F)F.COC(=O)S(=O)(=O)N methoxycarbonyl-sulfonamide (1R,3S)-3-[3-({[1-(2,2,2-trifluoroethyl)-1H-1,2,3-triazol-4-yl]acetyl}amino)-1H-pyrazol-5-yl]cyclopentyl-(1-methylcyclopropyl)carbamate